Cl.Cl.N1CCC(CC1)C1=C2C(=NC=C1)NC(=N2)[C@@H]2COCC2 |r| (rac)-7-(4-piperidyl)-2-tetrahydrofuran-3-yl-3H-imidazo[4,5-b]pyridine dihydrochloride